(2S,4R)-4-hydroxy-N-(4-(4-methylthiazol-5-yl)benzyl)-1-(5-oxopyrrolidine-3-carbonyl)pyrrolidine-2-carboxamide O[C@@H]1C[C@H](N(C1)C(=O)C1CNC(C1)=O)C(=O)NCC1=CC=C(C=C1)C1=C(N=CS1)C